N-(3-methoxy-4-(oxazol-5-yl)phenyl)chromane-4-carboxamide COC=1C=C(C=CC1C1=CN=CO1)NC(=O)C1CCOC2=CC=CC=C12